2-(4-Bromo-2,6-difluoro-phenyl)-cyclopropanecarboxylic acid ethyl ester C(C)OC(=O)C1C(C1)C1=C(C=C(C=C1F)Br)F